C(C)OC(=O)[C@@H]1CN(CCC1)C(C)=O.C(=O)(O)C=1C=C(C=CC1C(=O)O)[Si](C1=CC=C(C=C1)[Si](C)(C)C1=CC(=C(C=C1)C(=O)O)C(=O)O)(C)C 1,4-bis(3,4-dicarboxyphenyl-dimethylsilyl)benzene ethyl-(S)-1-acetylpiperidine-3-carboxylate